4-(difluoromethyl)picolinic acid FC(C1=CC(=NC=C1)C(=O)O)F